CS(=O)(=O)OC1CC(C1)(C(=O)OC(C)C)C(=O)OC(C)C diisopropyl 3-((methyl sulfonyl)oxy)cyclobutane-1,1-dicarboxylate